barium-potassium-bismuth [Bi].[K].[Ba]